FC1=CC=C(OCC=2C(=C(C=NC2)O)CO)C=C1 5-(4-Fluoro-phenoxymethyl)-3-hydroxy-4-hydroxymethyl-pyridin